FC1=C2C(N(C(=NC2=C(C=C1C)C(C)=N[S@](=O)C(C)(C)C)C1CCOCC1)C)=O (R)-N-[1-(5-fluoro-3,6-dimethyl-4-oxo-2-tetrahydropyran-4-yl-quinazolin-8-yl)ethylidene]-2-methyl-propane-2-sulfinamide